C1=CC=CC=2C3=CC=CC=C3N(C12)C1=CC=C(C=C1)C1=CC=C(C=C1)C1=NC2=C(N1)C1=CC=CC=C1C=1C=CC=CC12 2-(4'-(9H-carbazole-9-yl)-[1,1'-biphenyl]-4-yl)-1H-phenanthro[9,10-d]imidazole